(3R)-3-(7-{[(2S)-2-(1,1-difluoroethyl)-7-hydroxy-2,3-dihydropyrido[2,3-f][1,4]oxazepine-4(5H)-yl]methyl}-1-benzothiophen-5-yl)-3-(1,4-dimethyl-1H-benzotriazol-5-yl)propanoic acid FC(C)(F)[C@H]1OC2=C(CN(C1)CC1=CC(=CC=3C=CSC31)[C@@H](CC(=O)O)C3=C(C1=C(N(N=N1)C)C=C3)C)N=C(C=C2)O